[Sn]=O.[In] indium-tin Oxide